4-(2-amino-5-(2-fluoro-5-methylphenyl)-4-oxo-4,7-dihydro-3H-pyrrolo[2,3-d]pyrimidin-6-yl)-N,N-dimethylbenzenesulfonamide NC=1NC(C2=C(N1)NC(=C2C2=C(C=CC(=C2)C)F)C2=CC=C(C=C2)S(=O)(=O)N(C)C)=O